Seleninate [Se]1C(C=CC=C1)C(=O)[O-]